sulfonium (Oxathiolanium) [OH+]1SCCC1.[SH3+]